ClC1=CC2=C(N=CN(C2=O)CC2(CCN(CC2)C(C2=CC(=C(C=C2)F)F)=O)O)N1C1=CC=C(C=C1)[C@H]1NC[C@@H](OC1)C 6-Chloro-3-((1-(3,4-difluorobenzoyl)-4-hydroxypiperidin-4-yl)methyl)-7-(4-((3r,6s)-6-methylmorpholin-3-yl)phenyl)-3,7-dihydro-4H-pyrrolo[2,3-d]pyrimidin-4-one